OC[C@H]1N(C\C(\C1)=N/OC)C(=O)C1=NC=C(N=C1)C1=C(C=CC=C1)C (S,Z)-(2-(Hydroxymethyl)-4-(methoxyimino)pyrrolidin-1-yl)(5-(o-tolyl)pyrazin-2-yl)methanone